F[C@H]1[C@H]2CC(C[C@@H](C[C@@H]1N(C1=CN=C(N=N1)C1=C(C=C(C=C1)N1C=NC=C1)O)C)N2)C 2-(6-(((1R,2s,3S,5S)-2-fluoro-7-methyl-9-azabicyclo[3.3.1]nonan-3-yl)(methyl)amino)-1,2,4-triazin-3-yl)-5-(1H-imidazol-1-yl)phenol